propargyl α-cyanoacrylate C(#N)C(C(=O)OCC#C)=C